C(C)(C)(C)OC(=O)C=1C2=C(SC1)CCC2 5,6-dihydro-4H-cyclopenta[b]thiophene-3-carboxylic acid tert-butyl ester